FC(C(=O)O)(F)F.CN1CCN(CC1)C=O (4-methylpiperazin-1-yl)methanone 2,2,2-trifluoroacetate